4-(2-(5-bromo-7-hydroxy-3,3-dimethyl-2-oxoindolin-1-yl)acetamido)butanoic acid BrC=1C=C2C(C(N(C2=C(C1)O)CC(=O)NCCCC(=O)O)=O)(C)C